(6-methylpyridin-3-yl)(piperazin-1-yl)methanone CC1=CC=C(C=N1)C(=O)N1CCNCC1